7-methyl-6,7-dihydro-1H-purin-6-one CN1C=NC=2N=CNC(C12)=O